3-isocyanato-1,5,5-trimethylcyclohexan N(=C=O)C1CC(CC(C1)(C)C)C